4-(9-methyl-6-(quinolin-3-yl)-9H-purin-2-yl)piperazine-1-carboxylic acid tert-butyl ester C(C)(C)(C)OC(=O)N1CCN(CC1)C1=NC(=C2N=CN(C2=N1)C)C=1C=NC2=CC=CC=C2C1